The molecule is an oxazolidinone that is 1,3-oxazolidine-2,4-dione which is substituted on the nitrogen (position 3) by a 4-chloro-5-(cyclopentyloxy)-2-fluorophenyl group, and at position 5 by an isopropylidene group. A protoporphyrinogen oxidase inhibitor, it is used as a pre- and post-emergence herbicide to control weeds in rice. It has a role as an EC 1.3.3.4 (protoporphyrinogen oxidase) inhibitor, an agrochemical and a herbicide. It is an aromatic ether, a member of monochlorobenzenes, a member of monofluorobenzenes and an oxazolidinone. CC(=C1C(=O)N(C(=O)O1)C2=CC(=C(C=C2F)Cl)OC3CCCC3)C